Ethyl (E)-3-(3-benzyloxycyclobutyl)prop-2-enoate C(C1=CC=CC=C1)OC1CC(C1)/C=C/C(=O)OCC